6-bromo-8-methylimidazo[1,2-a]pyridine-2-carboxylic acid ethyl ester C(C)OC(=O)C=1N=C2N(C=C(C=C2C)Br)C1